NC(/C=C/CC[C@@H](C(=O)NC=1C(N(C=CC1)CC=1N(C2=CC=CC=C2C1)C(=O)OC(C)(C)C)=O)NC(=O)OCCO)=O tert-butyl (S,E)-2-((3-(7-amino-2-(((2-hydroxyethoxy)carbonyl)amino)-7-oxohept-5-enamido)-2-oxopyridin-1(2H)-yl)methyl)-1H-indole-1-carboxylate